(1-benzyl-5-chloro-2-oxo-3,4-dihydroquinolin-6-yl)-3-tert-butylurea C(C1=CC=CC=C1)N1C(CCC2=C(C(=CC=C12)NC(=O)NC(C)(C)C)Cl)=O